2,3,6,7-Tetraphenylnaphthalene C1(=CC=CC=C1)C1=CC2=CC(=C(C=C2C=C1C1=CC=CC=C1)C1=CC=CC=C1)C1=CC=CC=C1